[I-].C1(CCC1)C([N+]1(CCC=C(C1)C1=NSN=C1OCCCCCC)C)OC(CCCCCCCCC)=O 1-(cyclobutyl(decanoyloxy)methyl)-5-(4-(hexyloxy)-1,2,5-thiadiazol-3-yl)-1-methyl-1,2,3,6-tetrahydropyridin-1-ium iodide